1-((1S,2S)-2-hydroxycyclobutyl)-3-((7-methoxy-1-methyl-6-(pyrazolo[1,5-a]pyrazin-3-yloxy)-1H-imidazo[4,5-b]pyridin-2-yl)amino)-5-(trifluoromethyl)pyridin-2(1H)-one O[C@@H]1[C@H](CC1)N1C(C(=CC(=C1)C(F)(F)F)NC=1N(C=2C(=NC=C(C2OC)OC=2C=NN3C2C=NC=C3)N1)C)=O